BrC1=CC2=C(C(N(CC(O2)(C)C)C[C@@H](CN2CC3=CC=CC=C3CC2)O)=O)C=C1 8-bromo-4-[(2R)-3-(3,4-dihydro-1H-isoquinolin-2-yl)-2-hydroxy-propyl]-2,2-dimethyl-3H-1,4-benzoxazepin-5-one